(S)-tert-butyl((2-(4,4-difluorobut-3-en-1-yl)-2,5,7,8-tetramethylchroman-6-yl)oxy)dimethylsilane C(C)(C)(C)[Si](C)(C)OC=1C(=C2CC[C@](OC2=C(C1C)C)(C)CCC=C(F)F)C